CN(C(C=COC1=C(C=CC=C1)C(C)=O)=O)C1=CC=CC=C1 N-methyl-N-phenyl-3-(2-acetylphenoxy)acrylamide